NC=1C=C(C=NC1NCC1CCOCC1)S(=O)(=O)N 5-amino-6-((tetrahydro-2H-pyran-4-yl)methylamino)pyridine-3-sulfonamide